N-(2-(4-bromophenyl)-2-(4-chlorophenyl)-2-hydroxyethyl)-2-hydroxy-2-methylpropanamide BrC1=CC=C(C=C1)C(CNC(C(C)(C)O)=O)(O)C1=CC=C(C=C1)Cl